FCOC1=CC=C(C(=O)NC2=CC=C(C=C2)N2CCN(CC2)C2=NC=CC=C2)C=C1 4-(Fluoromethoxy)-N-[4-(4-pyridin-2-ylpiperazin-1-yl)phenyl]benzamid